triphenyl-methyl-sulfenamide C1(=CC=CC=C1)C(SN)(C1=CC=CC=C1)C1=CC=CC=C1